FC=1C=CC(=C(C1)C1=CC(=NC=C1)N)C 4-(5-fluoro-2-methylphenyl)pyridin-2-amine